(±)-cis-N-(8-chloro-6-(7-methyl-3H-imidazo[4,5-b]pyridin-6-yl)isoquinolin-3-yl)-2-fluorocyclopropanecarboxamide ClC=1C=C(C=C2C=C(N=CC12)NC(=O)[C@H]1[C@H](C1)F)C=1C(=C2C(=NC1)NC=N2)C |r|